N-[4-(9-carbazolyl)phenyl]-N-phenyl-9,9-dimethylfluoren-2-amine C1=CC=CC=2C3=CC=CC=C3N(C12)C1=CC=C(C=C1)N(C1=CC=2C(C3=CC=CC=C3C2C=C1)(C)C)C1=CC=CC=C1